CC(C)CC(CC(C)C)O 2,6-dimethylheptan-4-ol